N[C@H](C(=O)O)CC1=CNC2=CC=CC=C12 (2S)-2-amino-3-(1H-indol-3-yl)propionic acid